CC(=O)NC=CC1=CC=CC=C1 acetamidostyrene